FC(S(=O)(=O)OC1=CC(CCCC1)=O)(F)F (3-oxocyclohepten-1-yl) trifluoromethanesulfonate